C(C)OC(C)=O.CN(C=CC(=O)C1=C(C=C(C=C1)C)O)C 3-dimethylamino-1-(2-hydroxy-4-methylphenyl)prop-2-en-1-one Ethyl-acetate